tert-Butyl (2-(3-oxa-8-azabicyclo[3.2.1]octan-8-yl)ethyl)carbamate C12COCC(CC1)N2CCNC(OC(C)(C)C)=O